C(C1=CC=CC=C1)OC(=O)N[C@H](C(=O)OC)C1OC1 Methyl (2S)-2-(((benzyloxy)carbonyl)amino)-2-(oxiran-2-yl)acetate